ClC1=C(C(=CC=C1)Cl)N1CC(C1)C1=CC(=C(C=C1)C(C)(C)N1CCC(CC1)C(=O)O)F (2-(4-(1-(2,6-dichlorophenyl)azetidin-3-yl)-2-fluorophenyl)propan-2-yl)piperidine-4-carboxylic acid